(4-((3-fluoro-5-(trifluoromethyl)pyridin-2-yl)amino)-3-(pyridin-2-yl)phenyl)acrylamide FC=1C(=NC=C(C1)C(F)(F)F)NC1=C(C=C(C=C1)C(C(=O)N)=C)C1=NC=CC=C1